COC(CN1C(CC(CC1)C1=CC=C(NC2C(NC(CC2)=O)=O)C=C1)=O)OC 3-[4-[1-(2,2-dimethoxyethyl)-2-oxo-4-piperidyl]anilino]piperidine-2,6-dione